1-(2-methoxy-3-trifluoromethyl-benzyl)-3-spiro[2.3]hex-5-yl-urea COC1=C(CNC(=O)NC2CC3(CC3)C2)C=CC=C1C(F)(F)F